4-(tert-butyl)styrene C(C)(C)(C)C1=CC=C(C=C)C=C1